ClC=1N=NC=C2C1SC1=C2C(=NC(=N1)SC)N1CCOC[C@](C1)(O)C (S)-4-(8-chloro-2-(methylthio)pyrimido[5',4':4,5]thieno[2,3-d]pyridazin-4-yl)-6-methyl-1,4-oxazepan-6-ol